COC1=C(C(=CC(=C1)CCC)OC)[C@H]1[C@@H](CCC(=C1)C)C(C([2H])([2H])[2H])=O 1-((1R,2R)-2',6'-dimethoxy-5-methyl-4'-propyl-1,2,3,4-tetrahydro-[1,1'-biphenyl]-2-yl)ethan-1-one-2,2,2-d3